NC1(CCCC12CCC(CC2)C2=NC=C(C=1N2C=CN1)SC1=CC(=NC(=C1Cl)Cl)N)C 4-((5-(1-amino-1-methylspiro[4.5]decan-8-yl)imidazo[1,2-c]pyrimidin-8-yl)sulfanyl)-5,6-dichloropyridin-2-amine